C(#N)CC(=O)C1=C(C=C(C=C1)C1(CCN(CC1)C(=O)OC(C)(C)C)F)OC tert-Butyl 4-[4-(2-cyanoacetyl)-3-methoxy-phenyl]-4-fluoro-piperidine-1-carboxylate